N-[2-(2-hydroxyethoxy)ethyl](S)-2-[2-(1,3-benzoxazol-2-ylamino)-1,3-benzoxazol-5-yl]propionamide OCCOCCNC([C@@H](C)C=1C=CC2=C(N=C(O2)NC=2OC3=C(N2)C=CC=C3)C1)=O